[4-[2-(2-Oxaspiro[3.3]heptan-6-ylmethyl)-3H-imidazo[4,5-b]pyridin-7-yl]-1-piperidyl]-[4-(trifluoromethoxy)phenyl]methanone C1OCC12CC(C2)CC2=NC=1C(=NC=CC1C1CCN(CC1)C(=O)C1=CC=C(C=C1)OC(F)(F)F)N2